BrC=1C=C(C=2C(=NON2)C1)OC1CCC(CC1)NC(OC(C)(C)C)=O tert-butyl ((1s,4s)-4-((6-bromobenzo[c][1,2,5]oxadiazol-4-yl)oxy)cyclohexyl)carbamate